[N+](=O)([O-])C1=CC=C(C=C1)CC1NCCNCCNCCNC1 2-[(4-nitrophenyl)methyl]-1,4,7,10-tetraazacyclododecane